ClC1=CC2=C(S1)C1(CC(N(C(C1)C=1C=NN(C1)C)C(C(F)(F)F)=O)C)OCC2O 1-[(2S)-2-chloro-4-hydroxy-2'-methyl-6'-(1-methylpyrazol-4-yl)spiro[4,5-dihydrothieno[2,3-c]pyran-7,4'-piperidine]-1'-yl]-2,2,2-trifluoro-ethanone